C(#N)C[C@@H]1N(CCN(C1)C=1C2=C(N=C(N1)Cl)C=C(N=C2)Cl)C(=O)OCC2=CC=CC=C2 benzyl (2S)-2-(cyanomethyl)-4-(2,7-dichloropyrido[4,3-d]pyrimidin-4-yl)piperazine-1-carboxylate